azetidin-1-yl(1H-imidazol-1-yl)methanone N1(CCC1)C(=O)N1C=NC=C1